2-(2,3-dimethylpyridin-5-yl)-5-methyl-N4-(2-oxo-2,3-dihydro-1,3-benzoxazol-5-yl)-2,4-pyrimidinediamine CC1=NC=C(C=C1C)C1(NC=C(C(=N1)NC=1C=CC2=C(NC(O2)=O)C1)C)N